COC1=CC=C(C=C1)C1=NC(=NC(=N1)C1=C(C=CC=C1O)O)C1=C(C=CC=C1O)O (6-(4-methoxyphenyl)-1,3,5-triazine-2,4-diyl)bis(benzene-1,3-diol)